O=C1NC(CCC1N1C(N(C2=C1C=CC(=C2)C2CCN(CC2)C(CCC(=O)O)=O)C)=O)=O 4-[4-[1-(2,6-dioxo-3-piperidyl)-3-methyl-2-oxo-benzimidazol-5-yl]-1-piperidyl]-4-oxo-butanoic acid